4-(tert-butyl)-N-((2-chlorophenyl)thiocarbamoyl)benzamide trichloromethylcarbonochloridate ClC(Cl)(Cl)OC(=O)Cl.C(C)(C)(C)C1=CC=C(C(=O)NC(NC2=C(C=CC=C2)Cl)=S)C=C1